5-(2-Fluoro-4-methoxy-5-nitrophenyl)pentan-4-yne-1-ol FC1=C(C=C(C(=C1)OC)[N+](=O)[O-])C#CCCCO